(3R)-3-{4-[(2S)-but-2-yloxy]phenyl}hex-4-ynoic acid C[C@@H](CC)OC1=CC=C(C=C1)[C@@H](CC(=O)O)C#CC